N1(CCCC1)CCC=1SC2=C(N1)C=CC=C2 2-(2-(pyrrolidin-1-yl)ethyl)benzo[d]thiazole